acetamido-2-deoxy-galactose C(C)(=O)NC(=O)C[C@@H](O)[C@@H](O)[C@H](O)CO